C(C1=CC=CC=C1)C1(C(C(O1)C)(N)C)CC1=CC=CC=C1 dibenzyl-2,3-dimethyloxetan-3-amine